NC=1C(=NC(=CN1)C1=NC=CC=C1C(F)(F)F)C(=O)NC1=NC=CC=C1N1CCC(CC1)(COC)NC(OC(C)(C)C)=O tert-butyl (1-(2-(3-amino-6-(3-(trifluoromethyl)pyridin-2-yl)pyrazine-2-carboxamido)pyridin-3-yl)-4-(methoxymethyl)piperidin-4-yl)carbamate